2,2'-piperazine-1,4-diylbisethanesulfonic acid N1(CCN(CC1)CCS(=O)(=O)O)CCS(=O)(=O)O